NC1=C(C(=CC(=N1)C1=NC(=CC=C1)C)Br)O 6-amino-4-bromo-6'-methyl-[2,2'-bipyridin]-5-ol